ethyl (E)-3-(6-bromo-thiochroman-2-yl)-acrylate BrC=1C=C2CCC(SC2=CC1)/C=C/C(=O)OCC